5-(8-fluoro-6-hydroxy-2-{2-[1-(trifluoromethyl)cyclopropyl]ethyl}-1,2,3,4-tetrahydroisoquinolin-7-yl)-1λ6,2,5-thiadiazolidine-1,1,3-trione FC=1C(=C(C=C2CCN(CC12)CCC1(CC1)C(F)(F)F)O)N1CC(NS1(=O)=O)=O